Cl.CC=1N=C2N(C=C(C=C2C#N)C2=CC3=C(C=N2)N=C(S3)NC3CC(N(C(C3)(C)C)C)(C)C)C1 2-Methyl-6-{2-[(1,2,2,6,6-pentamethylpiperidin-4-yl)amino][1,3]thiazolo[4,5-c]pyridin-6-yl}imidazo[1,2-a]pyridin-8-carbonitril-Hydrochlorid